1-((4-chlorothien-2-yl)carbamoyl)cyclopropane-1-carboxylic acid methyl ester COC(=O)C1(CC1)C(NC=1SC=C(C1)Cl)=O